CN1N=NN=C1NC(C1=C(N=C(C=C1)C(F)(F)F)COCC1CN(C(O1)=O)CSC)=O N-(1-methyl-1H-tetrazol-5-yl)-2-(((3-((methylthio)methyl)-2-oxooxazolidin-5-yl)methoxy)methyl)-6-(trifluoromethyl)nicotinamide